C(C1=CC=CC=C1)NC=1C=NC2=CC(=C(C=C2C1)OC)OC Benzyl-(6,7-dimethoxy-quinolin-3-yl)-amine